2-(3-cyanophenyl)-3-(2,6-dimethyl-4-pyridyl)-N-(4-hydroxy-4-methyl-cyclohexyl)pyrazolo[1,5-a]pyrimidine-5-carboxamide C(#N)C=1C=C(C=CC1)C1=NN2C(N=C(C=C2)C(=O)NC2CCC(CC2)(C)O)=C1C1=CC(=NC(=C1)C)C